benzyl-((S)-4-ethyl-11-(2-(N-isopropylmethylsulfonamido) ethyl)-3,14-dioxo-3,4,12,14-tetrahydro-1H-pyrano[3',4':6,7]indolizino[1,2-b]quinolin-4-yl) carbonate C(OC1(C(O[C@H](C=2C(N3CC=4C(=NC=5C=CC=CC5C4CCN(S(=O)(=O)C)C(C)C)C3=CC21)=O)CC2=CC=CC=C2)=O)CC)([O-])=O